(2S,5R)-5-(2-chlorophenyl)-1-(4-(pyridin-3-ylmethoxy)benzoyl)pyrrolidine-2-carboxylic acid ClC1=C(C=CC=C1)[C@H]1CC[C@H](N1C(C1=CC=C(C=C1)OCC=1C=NC=CC1)=O)C(=O)O